tert-butyl-cyclopent-3-en-1-yloxy-diphenyl-silane C(C)(C)(C)[Si](C1=CC=CC=C1)(C1=CC=CC=C1)OC1CC=CC1